C(CC)N(CCCS(=O)(=O)O)C=1C=CC=C(C1)O 5-(N-propyl-N-sulfopropylamino)phenol